3-(bis(trimethylsiloxy)methylsilyl)-propylacrylamide C[Si](OC(O[Si](C)(C)C)[SiH2]CCCC(C(=O)N)=C)(C)C